2-methyl-7-(morpholinomethyl)quinazolin-4-ol CC1=NC2=CC(=CC=C2C(=N1)O)CN1CCOCC1